(S)-3-amino-2-(4-chlorophenyl)-1-(4-((R)-5-methyl-6,7-dihydro-5H-cyclopenta[d]pyrimidin-4-yl)piperazin-1-yl)propan-1-one NC[C@@H](C(=O)N1CCN(CC1)C=1C2=C(N=CN1)CC[C@H]2C)C2=CC=C(C=C2)Cl